NC1=C(C(=C(C(=C1N)N)N)N)N hexa-aminobenzene